C(C)(C)(C)OC(=O)N1C2CC2NCC1 2,5-diazabicyclo[4.1.0]Heptane-2-carboxylic acid tert-butyl ester